2-((2-(2,6-dioxopiperidin-3-yl)-1,3-dioxoisoindolin-4-yl)oxy)-N-(3-oxopropyl)acetamide O=C1NC(CCC1N1C(C2=CC=CC(=C2C1=O)OCC(=O)NCCC=O)=O)=O